5-([1,1'-biphenyl]-4-ylmethoxy)oxazole-2-carboxylic acid C1(=CC=C(C=C1)COC1=CN=C(O1)C(=O)O)C1=CC=CC=C1